(4-(4-(benzo[d]thiazol-5-ylamino)quinolin-6-yl)-3-fluorophenyl)(4-isopropylpiperazin-1-yl)methanone S1C=NC2=C1C=CC(=C2)NC2=CC=NC1=CC=C(C=C21)C2=C(C=C(C=C2)C(=O)N2CCN(CC2)C(C)C)F